FC1=CC=C(C=C1)CC(=O)NC1=CC=C(COC(=O)C(C(=O)[O-])(CC=2C=NC=CC2)NC)C=C1 ((4-(2-(4-fluorophenyl)acetamido)benzyloxy)carbonyl)(methylamino)-3-(pyridin-3-yl)propanoate